NC1=NC=2C=C(C(=CC2C2=C1C=NN2C)C(=O)N(C)[C@@H]2COC1=C2C=CC(=C1)C#CC=1C=NC(=CC1)C1CC1)F (S)-4-amino-N-{6-[(6-cyclopropylpyridin-3-yl)ethynyl]-2,3-dihydro-1-benzofuran-3-yl}-7-fluoro-1,N-dimethylpyrazolo[4,3-c]quinoline-8-carboxamide